methyl 6-methylsulfinylpyridin-3-carboxylate CS(=O)C1=CC=C(C=N1)C(=O)OC